C1(OC(C(F)O1)F)=O 1,2-Difluoroethylene Carbonate